BrC=1C=C(C=CC1)NC=1C(=CC(=CC1)C(C)(C)C)C1=CC(=CC=C1)C1=CC=CC=C1 N-(3-bromophenyl)-5'-(tert-butyl)-[1,1':3,1''-terphenyl]-2'-amine